C1(CC1)N(C(=O)C=1C=NN2C1CN(C(C2)C)C(=O)OC(C)(C)C)C Tert-butyl 3-(cyclopropyl(methyl)carbamoyl)-6-methyl-6,7-dihydropyrazolo[1,5-a]pyrazine-5(4H)-carboxylate